N-(thiophene-2-ylmethyl)prop-2-yne-1-amine S1C(=CC=C1)CNCC#C